C(C)(C)C1=C(C=C(C=C1)NC1=NC=C(C(=N1)NN1C(OC2=C1C=CC=C2)=O)C)C [2-(4-isopropyl-3-methyl-phenylamino)-5-methyl-pyrimidin-4-ylamino]-3H-benzooxazol-2-one